(4S)-1-[[2-[(S)-amino-(4,4-difluorocyclohexyl)methyl]-1,3-benzoxazol-5-yl]methyl]-4-(trifluoromethyl)imidazolidin-2-one N[C@H](C=1OC2=C(N1)C=C(C=C2)CN2C(N[C@@H](C2)C(F)(F)F)=O)C2CCC(CC2)(F)F